NC=1C=C(C(=O)NC2=CC=C(C=C2)[Si](OCC)(OCC)OCC)C=C(C1)N 3,5-diamino-N-(4-(triethoxysilyl)phenyl)benzamide